1-(diphenylcarbamoyl)piperazine-2-carboxylic acid C1(=CC=CC=C1)N(C(=O)N1C(CNCC1)C(=O)O)C1=CC=CC=C1